CN1N=CC(=C1)NC1=NC=C(C(=N1)N1C=CC2=C(C=CC=C12)NC(C=C)=O)C1=CC=C(C=C1)C(F)(F)F N-(1-(2-((1-methyl-1H-pyrazol-4-yl)amino)-5-(4-(trifluoromethyl)phenyl)pyrimidin-4-yl)-1H-indol-4-yl)acrylamide